acrylamidomethylurea C(C=C)(=O)NCNC(=O)N